N-[3-bromo-5-(4,5-dihydro-3H-imidazol-2-yl)phenyl]-1-[(4-fluorophenyl)amino]methanamide BrC=1C=C(C=C(C1)C1=NCCN1)NC(=O)NC1=CC=C(C=C1)F